ClCCCCC1=CC=C(C=C1)C=O (4-(4-chlorobutyl)phenyl)methanone